C1(CC1)C1=C(C(=NO1)C1=C(C=CC=C1Cl)Cl)C1=CC2(C1)CCN(CC2)C2=NC=C(C(=O)O)C=C2C 6-(2-(5-cyclopropyl-3-(2,6-dichlorophenyl)isoxazol-4-yl)-7-azaspiro[3.5]non-1-en-7-yl)-5-methylnicotinic acid